CN1N(C(C=C1)=O)C1=CC=C(C#N)C=C1 4-(2-methyl-5-oxo-2,5-dihydro-1H-pyrazol-1-yl)benzonitrile